FC1=CC=C(C=C1)C1=CC=2C(=NC=C(C2)C2=CC=C(S2)C(=O)NCC(F)(F)F)N1 5-(2-(4-Fluorophenyl)-1H-pyrrolo[2,3-b]pyridin-5-yl)-N-(2,2,2-trifluoroethyl)-thiophene-2-carboxamide